FC1=C(C=CC(=C1)F)C1=CN=CO1 5-(2,4-difluoro-phenyl)-oxazole